2-(Azidomethyl)-6-(((tert-butyldimethylsilyl)oxy)methyl)pyridine N(=[N+]=[N-])CC1=NC(=CC=C1)CO[Si](C)(C)C(C)(C)C